ClC=1C=C2C(=CN1)N(C(=C2)C=2C(=NC(=NC2OC)OCC2=CC=C(C=C2)OC)OC)C 5-chloro-2-(4,6-dimethoxy-2-((4-methoxybenzyl)oxy)pyrimidin-5-yl)-1-methyl-1H-pyrrolo[2,3-c]pyridine